Cl.CN1C(CCCC1)CCN1C2=CC=CC=C2SC=2C=CC(=CC12)SC 10-(2-(1-methylpiperidin-2-yl)ethyl)-2-(methylthio)-10H-phenothiazine hydrochloride